C(C1=CC=CC=C1)O[C@@H]1[C@H](O[C@@H]([C@H]([C@H]1OCC1=CC=CC=C1)OCC1=CC=CC=C1)C=CC)COCC1=CC=CC=C1 (2R,3R,4R,5R,6R)-3,4,5-tris(benzyloxy)-2-((benzyloxy)methyl)-6-(prop-1-en-1-yl)tetrahydro-2H-pyran